6-((5-((3S,4S)-4-amino-3-methyl-2-oxa-8-azaspiro[4.5]decan-8-yl)pyrazin-2-yl)thio)-5-chloro-3-(pyridin-4-ylmethyl)quinazolin-4(3H)-one N[C@@H]1[C@@H](OCC12CCN(CC2)C=2N=CC(=NC2)SC=2C(=C1C(N(C=NC1=CC2)CC2=CC=NC=C2)=O)Cl)C